FC1=CC=C(OC=2C=CC=3C4=C(NC3C2)CCN(CC4)C)C=C1 8-(4-fluorophenoxy)-3-methyl-1,2,3,4,5,6-hexahydroazepino[4,5-b]indole